C(C)C=1C(=NC=C(C1)NC(C(=O)N1[C@H](CC[C@@H](C1)C)C=1C=C2C=CN=CC2=CC1)=O)NC(OC(C)(C)C)=O tert-butyl N-[3-ethyl-5-[[2-[(2R,5S)-2-(6-isoquinolyl)-5-methyl-1-piperidyl]-2-oxo-acetyl]amino]-2-pyridyl]carbamate